FC(S(=O)(=O)C=1C=C(C=CC1)NC(=O)[C@@H]1[C@@H]([C@H]2CC[C@@H]1C2)NC(=O)C2=C(C=CC=C2)C2=CC=CC=C2)(F)F ((1S,2R,3S,4R)-3-((3-((trifluoromethyl)sulfonyl)phenyl)carbamoyl)bicyclo[2.2.1]heptan-2-yl)carbamoyl-[1,1'-biphenyl]